(3-fluorotetrahydrofuran-3-yl)methyl-4-methylbenzenesulfonate FC1(COCC1)COS(=O)(=O)C1=CC=C(C=C1)C